BrC(C=O)C1(CC1)C1=CC=CC=C1 2-bromo-2-(1-phenylcyclopropyl)acetaldehyde